BrC1=CC(=C(C(=O)O)C(=C1)N1CCOCC1)C 4-Bromo-2-methyl-6-morpholin-4-ylbenzoic acid